methyl (S)-2-((6-(4-chloro-2-fluorobenzyl)-3,4-dihydrobenzo[4,5]imidazo[1,2-a]pyrazin-2(1H)-yl)methyl)-1-(oxetan-2-ylmethyl)-1H-benzo[d]imidazole-6-carboxylate ClC1=CC(=C(CC2=CC=CC=3N=C4N(CCN(C4)CC4=NC5=C(N4C[C@H]4OCC4)C=C(C=C5)C(=O)OC)C32)C=C1)F